N-[(2S)-1-[2-(2-aminoethoxy)ethoxy]propan-2-yl]-4-hydroxybenzene-1-sulfonamide NCCOCCOC[C@H](C)NS(=O)(=O)C1=CC=C(C=C1)O